C1(CC1)/C=C(/C(=O)NC1=CC=C(C=C1)C)\C1=CC=CC=C1 (E)-3-cyclopropyl-2-phenyl-N-(p-tolyl)acrylamide